6-(3,4-Dimethoxyphenyl)-2-(4-phenethylbenzyl)-4-(trifluoromethyl)pyridazin-3(2H)-one COC=1C=C(C=CC1OC)C=1C=C(C(N(N1)CC1=CC=C(C=C1)CCC1=CC=CC=C1)=O)C(F)(F)F